CC1([C@@H](COC1)N1C(=NC2=C1C=C(C=C2F)C(=O)O)CC2=C(C(=C(C=C2F)C2=NC(=CC=C2)OCC2=C(C=C(C=C2)N2N=NC=C2)F)F)F)C (S)-1-(4,4-dimethyltetrahydrofuran-3-yl)-4-fluoro-2-(2,3,6-trifluoro-4-(6-((2-fluoro-4-(1H-1,2,3-triazol-1-yl)benzyl)oxy)pyridin-2-yl)benzyl)-1H-benzo[d]imidazole-6-carboxylic acid